methyl 3-(5-(3-fluoro-4-methyl-5-(6-morpholinoimidazo[1,2-a]pyridine-3-carboxamido)phenyl)-1,2,4-oxadiazol-3-yl)azetidine-1-carboxylate FC=1C=C(C=C(C1C)NC(=O)C1=CN=C2N1C=C(C=C2)N2CCOCC2)C2=NC(=NO2)C2CN(C2)C(=O)OC